1-(4-bromobenzyl)imidazolin-2-imine Hydrobromide Br.BrC1=CC=C(CN2C(NCC2)=N)C=C1